N-[[3-amino-6-(2,6-dimethylpyridin-4-yl)-5-(4-fluorophenyl)pyrazin-2-yl]methyl]pyridine-2-carboxamide NC=1C(=NC(=C(N1)C1=CC=C(C=C1)F)C1=CC(=NC(=C1)C)C)CNC(=O)C1=NC=CC=C1